NC1=C(C(=C(C=2CC3=CC=CC=C3C12)N)N)CC 4-Amino-3-ethyldiaminofluorene